(S)-1'-chloro-8',8'-difluoro-8-methoxy-6-(trifluoromethyl)-7',8'-dihydro-3H,6'H-spiro[imidazo[1,2-a]pyridine-2,5'-isoquinoline] ClC1=NC=CC=2[C@]3(CCC(C12)(F)F)N=C1N(C=C(C=C1OC)C(F)(F)F)C3